FC1=C(C=CC(=C1C)F)C=1C=C2C(=NC1)N(C(N2CC2=CC=NC=C2)=O)C 6-(2,4-difluoro-3-methyl-phenyl)-3-methyl-1-(4-pyridylmethyl)imidazo[4,5-b]pyridin-2-one